(3-bromophenyl)isoxazolidine-2-carboxylic acid tert-butyl ester C(C)(C)(C)OC(=O)N1OCCC1C1=CC(=CC=C1)Br